5,9-dioxa-13b-azanaphtho[3,2,1-de]Anthracene-3,7-bisboronic acid C1=CC(=CC=2OC=3C=C(C=C4OC=5C=CC=CC5N(C34)C12)B(O)O)B(O)O